trimethylcyclopentadienyl-(methylcyclopentadienyl)platinum CC1=C(C(C=C1)([Pt]C1(C=CC=C1)C)C)C